[H-].[Na+].ClC1=CC=C2C(=N1)N(C(=C2)I)CC2CC2 6-Chloro-1-(cyclopropylmethyl)-2-iodo-1H-pyrrolo[2,3-b]pyridine Sodium hydride